NCC1=CN(C(O1)=O)C1=CC(=C(C=C1)N1CCOCC1)F (S)-5-(aminomethyl)-3-(3-fluoro-4-morpholinophenyl)oxazolin-2-one